ClC=1C(=CC2=C(NC(=N2)C)C1)C#CC1=NN(C(=C1C(=O)N)NC)[C@@H]1CN([C@H](C1)COC(F)(F)F)C(C=C)=O 3-[2-(6-Chloro-2-methyl-1H-1,3-benzodiazol-5-yl)ethynyl]-5-(methylamino)-1-[(3S,5R)-1-(prop-2-enoyl)-5-[(trifluoromethoxy)methyl]pyrrolidin-3-yl]pyrazole-4-carboxamide